N,N-di(3-trimethoxysilylpropyl)urea CO[Si](CCCN(C(=O)N)CCC[Si](OC)(OC)OC)(OC)OC